(1S,3R,4S)-2-(2-(3-chlorophenyl)-2,2-difluoroacetyl)-5,5-difluoro-N-((S)-4-fluoro-3-oxo-1-((R)-2-oxopyrrolidin-3-yl)butan-2-yl)-2-azabicyclo[2.2.2]octane-3-carboxamide ClC=1C=C(C=CC1)C(C(=O)N1[C@@H]2CC([C@H]([C@@H]1C(=O)N[C@@H](C[C@@H]1C(NCC1)=O)C(CF)=O)CC2)(F)F)(F)F